3-(1-naphthyl)propionyl-leucyl-valine C1(=CC=CC2=CC=CC=C12)CCC(=O)N[C@@H](CC(C)C)C(=O)N[C@@H](C(C)C)C(=O)O